3-(4-oxo-1-(tetrahydro-2H-pyran-2-yl)-4H-thieno[3,4-c]pyrrol-5(6H)-yl)piperidine-2,6-dione O=C1C=2C(CN1C1C(NC(CC1)=O)=O)=C(SC2)C2OCCCC2